(1-vinyl-3-ethylimidazole) hexafluoro-phosphate F[P-](F)(F)(F)(F)F.C(=C)N1CN(C=C1)CC